2,4-di-tert-butyl-6-(4-(3-(tert-butyl)-5-(8-methylquinazolin-4-yl)phenyl)-1-(5-(tert-butyl)-[1,1'-biphenyl]-2-yl)-1H-benzo[d]imidazol-2-yl)phenol C(C)(C)(C)C1=C(C(=CC(=C1)C(C)(C)C)C1=NC2=C(N1C1=C(C=C(C=C1)C(C)(C)C)C1=CC=CC=C1)C=CC=C2C2=CC(=CC(=C2)C2=NC=NC1=C(C=CC=C21)C)C(C)(C)C)O